FC1=CC(C(C(=O)O)(C=C1O)[2H])OC 4-Fluoro-5-hydroxy-2-methoxybenzoic acid-1-d